nitroChlorine [N+](=O)([O-])Cl